1-Methyl-2-(6-trifluoromethyl-benzothiazol-2-ylamino)-1H-benzoimidazole-5-carboxylic acid ((S)-5-amino-1-dimethylcarbamoyl-pentyl)-amide hydrochloride Cl.NCCCC[C@@H](C(N(C)C)=O)NC(=O)C1=CC2=C(N(C(=N2)NC=2SC3=C(N2)C=CC(=C3)C(F)(F)F)C)C=C1